CN1N=CC(=C1)NC1=NC=C(C(=N1)NCC1=C(C=CC=C1)C=C)C(=O)N 2-((1-methyl-1H-pyrazol-4-yl)amino)-4-((2-vinylbenzyl)amino)pyrimidin-5-carboxamide